C(CCCCCCCCCCC)NC(=O)C1=CC=C(O1)C(=O)[O-] 5-(dodecylcarbamoyl)furan-2-carboxylate